N1(CCC1)C=1C(=CC(=C(C(=O)O)C1)F)C(NS(=O)(=O)N1CCCC1)=O 5-(azetidin-1-yl)-2-fluoro-4-((pyrrolidin-1-ylsulfonyl)carbamoyl)benzoic acid